N-(7-fluoro-3-(6-(4-isopropyl-4H-1,2,4-triazol-3-yl)pyridin-2-yl)-4-oxo-3,4-dihydro-quinazolin-6-yl)carboxamide FC1=C(C=C2C(N(C=NC2=C1)C1=NC(=CC=C1)C1=NN=CN1C(C)C)=O)NC=O